C(C)C1(OC2=CC=C(C=C2C(C1)=O)C1=NC(=NO1)C=1C=NC=C(C1)OC)CC 2,2-diethyl-6-(3-(5-methoxypyridin-3-yl)-1,2,4-oxadiazol-5-yl)chroman-4-one